ClC=1C(=CC(=NC1)CO[C@@H]1[C@H]2CN([C@@H](C1)C2)C(=O)OC(C)(C)C)C2CC2 |r| Rac-tert-butyl (1R,4R,5S)-5-((5-chloro-4-cyclopropylpyridin-2-yl) methoxy)-2-azabicyclo[2.2.1]heptane-2-carboxylate